C(CCCC)N(CCCCC)CC(=O)OCCCCCCC 1-heptyl N,N-dipentylaminoacetate